NC1=C(C2=C(S1)CSC21CN(C1)C1=NC(=NC(=N1)N1[C@@H](CNCC1)CO)OCC1(CC1)CN1CCOCC1)C#N (S)-2'-amino-1-(4-(2-(hydroxymethyl)piperazin-1-yl)-6-((1-(morpholinomethyl)cyclopropyl)methoxy)-1,3,5-triazin-2-yl)-6'H-spiro[azetidine-3,4'-thieno[3,4-b]thiophene]-3'-carbonitrile